2,4'-dihydroxymethylbiphenyl OCC1=C(C=CC=C1)C1=CC=C(C=C1)CO